C[C@H]1OCCN(C1)C1=CC=CC(=N1)NC(C1=C(C=C(C=C1)NS(=O)(=O)CC(F)(F)F)N1CCC2(CC2)CC1)=O (R)-N-(6-(2-methylmorpholino)pyridin-2-yl)-2-(6-azaspiro[2.5]octan-6-yl)-4-((2,2,2-trifluoroethyl)sulfonamido)benzamide